[4-(2,6-dichlorobenzenesulfonyl)-1-piperazinecarbonyl]Methyl benzoate C(C1=CC=CC=C1)(=O)OCC(=O)N1CCN(CC1)S(=O)(=O)C1=C(C=CC=C1Cl)Cl